1-cyano-6-(methylsulfonyl)-7-nitro-9H-xanthen-9-one C(#N)C1=CC=CC=2OC3=CC(=C(C=C3C(C12)=O)[N+](=O)[O-])S(=O)(=O)C